CC1=CC(=CC(=N1)N1C(CN2C1=NN=C2)C(=O)O)C(F)(F)F 7-[6-methyl-4-(trifluoromethyl)pyridin-2-yl]-6,7-dihydro-5H-imidazo[2,1-c][1,2,4]triazole-6-carboxylic acid